CN(S(=O)(=O)C(C(C(C(C(C(C(C(F)(F)F)(F)F)(F)F)(F)F)(F)F)(F)F)(F)F)(F)F)CC(=O)[O-] 2-(N-Methylperfluorooctanesulfonamido)acetate